F[C@H]1C[C@H](N(C1)C(CN1C[C@@H](CC1)NC1=CC=NC2=CC=C(C=C12)Cl)=O)C#N (2S,4S)-4-fluoro-1-[2-[(3R)-3-[(6-chloro-4-quinolyl)amino]pyrrolidin-1-yl]acetyl]pyrrolidine-2-carbonitrile